BrC1=CC=C(C=C1)SC(C=O)CC1=CC(=CC=C1)OC 2-((4-bromophenyl)thio)-3-(3-methoxyphenyl)propanal